6-(2,8-dimethylimidazo[1,2-a]pyrazin-6-yl)-2-(piperidin-4-yl)quinoline CC=1N=C2N(C=C(N=C2C)C=2C=C3C=CC(=NC3=CC2)C2CCNCC2)C1